Cl.C1N(CC12CCNCC2)C2=NC=NC=C2OC2=C(C=C(C=C2)F)C(=O)N2[C@@H](COC[C@H]2C)C (2-((4-(2,7-diazaspiro[3.5]non-2-yl)pyrimidin-5-yl)oxy)-5-fluorophenyl)((3R,5R)-3,5-dimethylmorpholinyl)methanone hydrochloride